3-hydroxy-2-((((9Z,12Z)-octadeca-9,12-dienoyl)oxy)methyl)propyl 4-(tert-butyl)cyclohexane-1-carboxylate C(C)(C)(C)C1CCC(CC1)C(=O)OCC(CO)COC(CCCCCCC\C=C/C\C=C/CCCCC)=O